S(O)(O)(=O)=O.CN1C([C@]2(CC[C@@H](N2)C2=NC(=CC(=N2)C)C2=CC=C(C=C2)C(F)(F)F)CC1)=O (2R,5S)-7-methyl-2-[4-methyl-6-[4-(trifluoromethyl)-phenyl]pyrimidin-2-yl]-1,7-diazaspiro[4.4]nonan-6-one sulfuric acid salt